(R)-1-(7-(trifluoromethyl)-4-((1-(3,4,5-trimethoxyphenyl)-1H-imidazol-4-yl)amino)quinazolin-2-yl)pyrrolidine-2-carboxamide FC(C1=CC=C2C(=NC(=NC2=C1)N1[C@H](CCC1)C(=O)N)NC=1N=CN(C1)C1=CC(=C(C(=C1)OC)OC)OC)(F)F